2,6-dimethyl-4-p-tolylquinoline CC1=NC2=CC=C(C=C2C(=C1)C1=CC=C(C=C1)C)C